N-(5-(3,5-difluoropyridin-2-yl)-2-fluoroPhenyl)-7-(3-morpholinopropoxy)-6-nitroquinazolin-4-amine FC=1C(=NC=C(C1)F)C=1C=CC(=C(C1)NC1=NC=NC2=CC(=C(C=C12)[N+](=O)[O-])OCCCN1CCOCC1)F